ClC1=C(C#N)C=CC(=C1)N1CC2(CC1C)CCN(CC2)C2=CC=C(C=C2)C(=O)N2CCC(CC2)N2CCC(CC2)N2CCN(CC2)C2=CC=C(C=C2)N2C(NC(CC2)=O)=O 2-Chloro-4-(8-(4-(4-(4-(4-(2,4-dioxotetrahydro-pyrimidin-1(2H)-yl)-phenyl)piperazin-1-yl)-[1,4'-bipiperidine]-1'-carbonyl)phenyl)-3-methyl-2,8-diazaspiro[4.5]decan-2-yl)benzonitrile